2-(4-amino-2-chlorophenyl)-2-azaspiro[3.5]nonane-7-one NC1=CC(=C(C=C1)N1CC2(C1)CCC(CC2)=O)Cl